N-(tert-butyl)-2-((2-(4-(2-hydroxy-2-methylpropoxy)pyridin-2-yl)-6,7-dihydro-5H-cyclopenta[d]pyrimidin-4-yl)(methyl-d3)amino)acetamide C(C)(C)(C)NC(CN(C([2H])([2H])[2H])C=1C2=C(N=C(N1)C1=NC=CC(=C1)OCC(C)(C)O)CCC2)=O